2'-(4,5-Dimethyl-1H-imidazol-2-yl)-N-(2-methoxyethyl)-N-methyl-3,4'-bipyridine-5-carboxamide trifluoroacetate salt FC(C(=O)O)(F)F.CC=1N=C(NC1C)C1=NC=CC(=C1)C=1C=NC=C(C1)C(=O)N(C)CCOC